8-(4-Chlorophenyl)-1-(3-fluorophenyl)-3-methyl-1,3-dihydro-2H-imidazo[4,5-c]quinolin-2-imine ClC1=CC=C(C=C1)C1=CC=2C3=C(C=NC2C=C1)N(C(N3C3=CC(=CC=C3)F)=N)C